C1(=CC=CC=C1)N1C2=CC=CC=C2C=2C=C(C=CC12)C1=CC=C(C=C1)NC1=CC=C(C=C1)C1=CC=CC=C1 N-[4-(9-phenyl-9H-carbazol-3-yl)phenyl][1,1'-biphenyl]-4-amine